O1N=C(C=C1)NC1=CC(=NC=N1)NC1=CC(=C2C(=[N+]1[O-])C1(NC2=O)CCCCC1)C 2'-((6-(isoxazol-3-ylamino)pyrimidin-4-yl)amino)-4'-methyl-5'-oxo-5',6'-dihydrospiro[cyclohexane-1,7'-pyrrolo[3,4-b]pyridine] 1'-oxide